C(C(C)(C)C)(=O)N[C@@H](CCOC1CC(C1)CCC1=NC=2NCCCC2C=C1)C(=O)O N-pivaloyl-O-(3-(2-(5,6,7,8-tetrahydro-1,8-naphthyridin-2-yl)ethyl)cyclobutyl)homoserine